NC1=CC(=NC=C1)N(C(C)=O)C1=CC=C(C=C1)F N-(4-aminopyridin-2-yl)-N-(4-fluorophenyl)acetamide